C=1(O)C(O)=CC=CC1.[Na] sodium pyrocatechol salt